BrC=1C=C(C(=NC1C)C=O)C 5-bromo-3,6-dimethylpyridineformaldehyde